ethyl 3-methyl-2-[3-(1,1,2,2,3,3,4,4,4-nonafluorobutylsulfonyloxy)isoxazol-5-yl]butanoate CC(C(C(=O)OCC)C1=CC(=NO1)OS(=O)(=O)C(C(C(C(F)(F)F)(F)F)(F)F)(F)F)C